C(C=C)(=O)N[C@@H](C)C(=O)[O-].[Na+] sodium acryloylalaninate